5-[2-(5-chloro-2-oxospiro[indoline-3,4'-piperidin]-1'-yl)ethoxy]-1-(3-hydroxy-3-methylcyclobutyl)-7-(trifluoromethyl)-1,2-dihydro-3H-indazol-3-one ClC=1C=C2C(=CC1)NC(C21CCN(CC1)CCOC=1C=C2C(NN(C2=C(C1)C(F)(F)F)C1CC(C1)(C)O)=O)=O